[AsH]1CCCCC1 arsenane